ClC1=C(C=NNC1=O)N1C[C@@H](CC1)OC1=NC=CC(=C1)N1CC2CCC(C1)C2C(=O)OC methyl 3-(2-(((R)-1-(5-chloro-6-oxo-1,6-dihydropyridazin-4-yl)pyrrolidin-3-yl)oxy)pyridin-4-yl)-3-azabicyclo[3.2.1]octane-8-carboxylate